Mannuronat O=C[C@@H](O)[C@@H](O)[C@H](O)[C@H](O)C(=O)[O-]